NC=1C=C(C=C2C=C(N=CC12)NC(=O)[C@H]1[C@@H](C1)C#N)C=1C=C(C(=O)NC)C=CC1C |r| (±)-3-(8-amino-3-((trans)-2-cyanocyclopropane-1-carboxamido)isoquinolin-6-yl)-N,4-dimethylbenzamide